CN1CCNC=C1 4-methyl-1,2,3,4-tetrahydropyrazin